(R)-2-((S)-N-benzyl-2-((tert-butoxycarbonyl)amino)butyrylamino)butanoic acid methyl ester COC([C@@H](CC)N(CC1=CC=CC=C1)C([C@H](CC)NC(=O)OC(C)(C)C)=O)=O